p-naphthalene C1=CC=C2C=C3C=CC=CC3=CC2=C1